N-(5-cyano-4'-((2-(1,1-difluoroethyl)-6-methylpyrimidin-4-yl)amino)-[2,3'-bipyridin]-6'-yl)acetamide C(#N)C=1C=CC(=NC1)C=1C=NC(=CC1NC1=NC(=NC(=C1)C)C(C)(F)F)NC(C)=O